1-(4-isopropylphenyl)-N-methyl-N-(m-tolyl)-1H-1,2,4-triazole-3-carboxamide C(C)(C)C1=CC=C(C=C1)N1N=C(N=C1)C(=O)N(C=1C=C(C=CC1)C)C